N-((5-ethynylpyridin-2-yl)methyl)ethylamine C(#C)C=1C=CC(=NC1)CNCC